6,7-dimethoxy-9-(2-(4-methylpiperazin-1-yl)pyrimidin-5-yl)naphtho[2,3]furan COC=1C(=CC2=C(C3=C(C=CO3)C=C2C1)C=1C=NC(=NC1)N1CCN(CC1)C)OC